2-fluorophenyl (pentyl) sulfide C(CCCC)SC1=C(C=CC=C1)F